OC=1C=C(C2=CC=CC=C2C1)C=1C=CC2=C(N=C(N=C2N2C[C@@H](N(CC2C)CCC)C)OC[C@H]2N(CCC2)C)N1 ((S)-4-(7-(3-hydroxynaphthalen-1-yl)-2-(((S)-1-methylpyrrolidin-2-yl)methoxy)pyrido[2,3-d]Pyrimidin-4-yl)-2,5-dimethylpiperazin-1-yl)propan